ClC1=CC2=C(N(C(N=C2N2[C@H](CN(CC2)C(=O)OC(C)(C)C)C)=O)C2=C(C=NN2C(C)C)C)N=C1Cl tert-butyl (S)-4-(6,7-dichloro-1-(1-isopropyl-4-methyl-1H-pyrazol-5-yl)-2-oxo-1,2-dihydropyrido[2,3-d]pyrimidin-4-yl)-3-methylpiperazine-1-carboxylate